CC(C(C)=O)C 3-methylbutan-one